CC=1NC(=C(CC1C(=O)OC)C(=O)OC)C dimethyl 2,6-dimethyl-1,4-dihydro-3,5-pyridinedicarboxylate